(R)-(1H-indol-5-yl)(8-methyl-3-(3-methyl-1,2,4-thiadiazol-5-yl)-5,6-dihydro-[1,2,4]triazolo[4,3-a]pyrazin-7(8H)-yl)methanone N1C=CC2=CC(=CC=C12)C(=O)N1[C@@H](C=2N(CC1)C(=NN2)C2=NC(=NS2)C)C